NC=1C(=C(C=C2C=C(N=CC12)NC(=O)NC1C2COCC12)C1=C(C2=C(OCCN2)N=C1)C)F 1-(8-Amino-7-fluoro-6-(8-methyl-2,3-dihydro-1H-pyrido[2,3-b][1,4]oxazin-7-yl)isoquinolin-3-yl)-3-(3-oxabicyclo[3.1.0]hexan-6-yl)urea